CN(C)CC1CCC(CC1)[N+]1=NOC(=C1)[N-]C(NC1=CC(=CC(=C1)C(F)(F)F)NC(CC1=C(C=CC=C1)C)=O)=O (3-((1R,4R)-4-((Dimethylamino)methyl)-cyclohexyl)-1,2,3-oxadiazol-3-ium-5-yl)((3-(2-(o-tolyl)acetamido)-5-(trifluoromethyl)phenyl)-carbamoyl)amide